C(C1=CC=CC=C1)OC1=CC(=NC=2C=C[N+](CC12)=O)C1=C(C=C(C=C1C)C(C)(C)C)OC1=C(C=C(C=C1)F)OC 4-benzyloxy-2-[4-tert-butyl-2-(4-fluoro-2-methoxy-phenoxy)-6-methyl-phenyl]-6-oxo-1,6-naphthyridine-6-ium